(S)-3,5-dichloro-4-(2-(3-(cyclopropylmethoxy)-4-(difluoromethoxy)phenyl)-2-(4-methoxy-3-(N-(2-morpholinoethyl)sulfamoyl)-benzoyloxy)ethyl)pyridine 1-oxide ClC=1C=[N+](C=C(C1C[C@H](OC(C1=CC(=C(C=C1)OC)S(NCCN1CCOCC1)(=O)=O)=O)C1=CC(=C(C=C1)OC(F)F)OCC1CC1)Cl)[O-]